C(C)(C)(C)C1=C(CN(C(=O)C=2C(=NNC2F)C(F)F)C2CC2)C=CC=C1 N-(2-tert-butylbenzyl)-N-cyclopropyl-3-(difluoromethyl)-5-fluoro-1H-pyrazole-4-carboxamide